Cis-5-amino-2-methyl-N-(2-phenylcyclopropyl)benzenesulfonamide NC=1C=CC(=C(C1)S(=O)(=O)N[C@H]1[C@H](C1)C1=CC=CC=C1)C